C(CCCCCCC=CCCC)(=O)[O-].[Zn+2].C(CCCCCCC=CCCC)(=O)[O-] zinc 8-dodecenate